C(C1CO1)OCCC[Si](O[Si](CCCOCC1CO1)(OC)OC)(OC)OC 1,3-bis(glycidoxypropyl)tetramethoxydisiloxane